ethyl (2-fluorocyclohexyl) disulfide FC1C(CCCC1)SSCC